FC=1C=C(C=O)C=CC1C=1SC(=CC1)C(F)(F)F 3-fluoro-4-[5-(trifluoromethyl)thiophen-2-yl]benzaldehyde